C1=NC=CC=2C(=C3C(=CC12)C=CC3)S(=O)(=O)N 6H-cyclopenta[g]isoquinoline-5-sulfonamide